NC=1N=C(C2=CC=CC=C2C1)[C@@H]1CCC=2C(=NC=NC2C1)N1CCN(CC1)C(C=C)=O (R)-1-(4-(7-(3-aminoisoquinolin-1-yl)-5,6,7,8-tetrahydroquinazolin-4-yl)piperazin-1-yl)prop-2-en-1-one